tert-butyl N-[4-[[9-isopropyl-6-[[4-(2-pyridyl)phenyl] methylamino]purin-2-yl]amino]cyclohexyl]carbamate C(C)(C)N1C2=NC(=NC(=C2N=C1)NCC1=CC=C(C=C1)C1=NC=CC=C1)NC1CCC(CC1)NC(OC(C)(C)C)=O